N-Succinimidyl propionate CCC(=O)ON1C(=O)CCC1=O